FC1=CC(=C(C=O)C=C1C=1C(=NC(=NC1)NC1=C(C=C(C=C1)N1CCC(CC1)N1CCN(CC1)C)OC)NC1=CC=CC=C1)O 4-fluoro-2-hydroxy-5-(2-((2-methoxy-4-(4-(4-methylpiperazin-1-yl)piperidin-1-yl)phenyl)amino)-4-(phenylamino)pyrimidin-5-yl)benzaldehyde